C1(CC1)C(=O)NC1=CC(=C(N=N1)C(NC([2H])([2H])[2H])=O)NC=1C=C(C(=O)OC(C)C)C=C(C1OC)C1=NN(N=C1)C propan-2-yl 3-({6-cyclopropaneamido-3-[(2H3)methylcarbamoyl]pyridazin-4-yl}amino)-4-methoxy-5-(2-methyl-2H-1,2,3-triazol-4-yl)benzoate